FC1=C(CN2CCN(C3=CC=CC=C23)C(=O)NC2CCNCC2)C=CC=C1 4-(2-fluorobenzyl)-N-(piperidin-4-yl)-3,4-dihydroquinoxaline-1(2H)-carboxamide